2-{2-[(S)-amino(4-methylcyclohexyl)methyl]-4,6-difluoro-1H-benzoimidazol-5-yl}-N,N-dimethylbenzamide N[C@H](C1=NC2=C(N1)C=C(C(=C2F)C2=C(C(=O)N(C)C)C=CC=C2)F)C2CCC(CC2)C